OCCOC1=C(C=CC(=C1)[N+](=O)[O-])NCCO N-[2-(2-hydroxyethoxy)-4-nitrophenyl]Ethanolamine